FC1=NN=C2N1C=CC(=C2)CCN2CC1(C2)CC(C1)OC1=CC=C2C=NN(C2=C1)C Fluoro-7-[2-[6-(1-methylindazol-6-yl)oxy-2-azaspiro[3.3]heptan-2-yl]ethyl]-[1,2,4]triazolo[4,3-a]pyridine